C1(CC1)C(=O)NC1=NC=CC(=C1)OC1=C(C=C(C=C1)NC(=O)C1=NN(C(N1C)=O)C1=C(C=CC=C1)F)F N-(4-{[2-(cyclopropanecarboxamido)pyridine-4-yl]Oxy}-3-fluorophenyl)-1-(2-fluorophenyl)-4-methyl-5-oxo-4,5-dihydro-1H-1,2,4-triazole-3-carboxamide